2-amino-2-cyclohexyl-propanoic acid NC(C(=O)O)(C)C1CCCCC1